NC(C(=O)O)CC1=CNC2=CC=CC=C12 2-Amino-3-(1H-indol-3-yl)-propanoic acid